5-isopropenyl-benzene methyl-N-[5-[6-[ethyl-(4-fluorophenyl)carbamoyl]imidazo[1,2-a]pyridin-3-yl]-2-pyridyl]carbamate COC(NC1=NC=C(C=C1)C1=CN=C2N1C=C(C=C2)C(N(C2=CC=C(C=C2)F)CC)=O)=O.C(=C)(C)C=2C=CC=CC2